N-benzhydryl-3-(2-methyl-1,3-dioxolan-2-yl)propionamide C(C1=CC=CC=C1)(C1=CC=CC=C1)NC(CCC1(OCCO1)C)=O